BrC=1N=CN(C1)CC(=O)OC(C)(C)C tert-butyl 2-(4-bromoimidazol-1-yl)acetate